C(/C(=N/O)/N)C/C(=N/O)/N N'1,N'4-dihydroxybutanediimidamide